FC(C1=CC=CC=C1)F α,α-difluorotoluene